(2S,4R)-N-((R)-2-((tert-butyldimethylsilyl)oxy)-1-(4-ethynylphenyl)ethyl)-1-((S)-3,3-dimethyl-2-(8-oxooctanamido)butanoyl)-4-hydroxypyrrolidine-2-carboxamide [Si](C)(C)(C(C)(C)C)OC[C@@H](C1=CC=C(C=C1)C#C)NC(=O)[C@H]1N(C[C@@H](C1)O)C([C@H](C(C)(C)C)NC(CCCCCCC=O)=O)=O